C1(CC1)C1=C(C=CC(=C1)N1C[C@H]2CC[C@@H](C1)N2C)NC2=NC=C(C(=N2)NCCCN2C(OCCC2)=O)C(F)F 3-(3-((2-((2-Cyclopropyl-4-((1R,5S)-8-methyl-3,8-diazabicyclo[3.2.1]octan-3-yl)phenyl)amino)-5-(difluoromethyl)pyrimidin-4-yl)amino)propyl)-1,3-oxazinan-2-on